[IH2+].C(CCC)N1CN(C=2N(C(N(C)C(C12)=O)=O)C)C 7-butyl-9-methyl-theophylline iodonium salt